NC1C=2N(CCC1)N=C(C2)C(=O)NC2=C(C(=CC=C2)Br)Cl 4-amino-N-(3-bromo-2-chloro-phenyl)-4,5,6,7-tetrahydropyrazolo[1,5-a]pyridine-2-carboxamide